NC=1C=C(C(=NC1)S(=O)(=O)NC=1SC(=C(N1)C1=CC(=C(C=C1)F)Cl)F)C1CC1 5-amino-N-(4-(3-chloro-4-fluorophenyl)-5-fluorothiazol-2-yl)-3-cyclopropylpyridine-2-sulfonamide